C(CCCCCCCCCCCCCCCCC)NC(=O)C1=CC=C(C(=O)OC[C@@H]2CNC[C@@H](O2)N2C(NC(C(=C2)C)=O)=O)C=C1 [(2S,6R)-6-(5-methyl-2,4-dioxo-3,4-dihydropyrimidin-1(2H)-yl)morpholin-2-yl]methyl 4-(octadecylcarbamoyl)benzoate